[4-(hydroxymethyl)-2-methyl-phenyl]boronic acid OCC1=CC(=C(C=C1)B(O)O)C